C(=O)C1=CC=CC=C1 4-Formylbenzene